C1(CCCCC1)CN1C=C2N(C(N(C(C2=C1C(=O)N1OC[C@@](C1)(C)O)=O)C)=O)CC(C)C (S)-6-(cyclohexylmethyl)-5-(4-hydroxy-4-methylisoxazolidine-2-carbonyl)-1-isobutyl-3-methyl-1,6-dihydro-2H-pyrrolo[3,4-d]pyrimidine-2,4(3H)-dione